(2R,4S)-6-chloro-7-fluoro-4-hydroxy-N-(3-{4-[5-(trifluoromethyl)pyridin-2-yl]-1H-pyrazol-1-yl}bicyclo[1.1.1]pentan-1-yl)-3,4-dihydro-2H-1-benzopyran-2-carboxamide ClC=1C(=CC2=C([C@H](C[C@@H](O2)C(=O)NC23CC(C2)(C3)N3N=CC(=C3)C3=NC=C(C=C3)C(F)(F)F)O)C1)F